(Methacryl-oxyl)propyl-trimethoxysilane C(=O)(C(=C)C)OCCC[Si](OC)(OC)OC